4-[(3S,5S)-4-tert-butoxycarbonyl-3,5-dimethyl-piperazin-1-yl]-2-[(2-methylpyrazol-3-yl)methoxy]-1,3-benzothiazole-7-carboxylic acid C(C)(C)(C)OC(=O)N1[C@H](CN(C[C@@H]1C)C1=CC=C(C2=C1N=C(S2)OCC=2N(N=CC2)C)C(=O)O)C